ClC=1C=C(C=CC1F)NC1=NC=NC2=CC=C(C(=C12)C1=CC(=CC=C1)C#N)NC(\C=C\CN(C)C)=O (E)-N-(4-((3-chloro-4-fluorophenyl)amino)-5-(3-cyanophenyl)quinazolin-6-yl)-4-(dimethylamino)but-2-enamide